FC=1C(=C2C(=NC(=NC2=C(C1)F)OCC1(CCC1)CO)N1CC2CCC(C1)N2C(=O)OC(C)(C)C)OC tert-butyl 3-(6,8-difluoro-2-((1-(hydroxymethyl)cyclobutyl)methoxy)-5-methoxyquinazolin-4-yl)-3,8-diazabicyclo[3.2.1]octane-8-carboxylate